O=C1NC(CCC1N1C(N(C2=C1C=CC=C2C#CCOCC2CCN(CC2)C(=O)OC(C)(C)C)C)=O)=O tert-butyl 4-[3-[1-(2,6-dioxo-3-piperidyl)-3-methyl-2-oxo-benzimidazol-4-yl]prop-2-ynoxymethyl]piperidine-1-carboxylate